CN1CC(CCC1)C1=CC=C(C=C1)C1=CN=C2C=CC(=NC2=C1)C=1C(=NNC1)C1=NC(=CC=C1)C 7-[4-(1-methyl-3-piperidyl)phenyl]-2-[3-(6-methyl-2-pyridyl)-1H-pyrazol-4-yl]-1,5-naphthyridine